C1CCC=C2OC3=CC=CC=C3C=C12 2,3-dihydro-1H-xanthen